(1-Trityl-1H-imidazol-2-yl)methanol C(C1=CC=CC=C1)(C1=CC=CC=C1)(C1=CC=CC=C1)N1C(=NC=C1)CO